C1(CCCCC1)C(C(=O)NC1CCCCC1)N1C(=NC2=C1C=CC=C2)C2=CC=C(C=C2)CO 2,N-dicyclohexyl-2-[2-(4-hydroxymethyl-phenyl)-benzimidazol-1-yl]-acetamide